3-Acetyl-7-oxo-3,9-diazabicyclo[3.3.1]nonane-9-carboxylic acid tert-butyl ester C(C)(C)(C)OC(=O)N1C2CN(CC1CC(C2)=O)C(C)=O